3-(2-ethoxysilylpropyl)-2-azacyclopentane C(C)O[SiH2]C(CC1NCCC1)C